C1([C@@H](O)[C@H](O)[C@@H]([C@@H](O)C)O1)=O (L)-Fucono-1,4-Lacton